2'-O-methyluridine 5'-triphosphate P(O)(=O)(OP(=O)(O)OP(=O)(O)O)OC[C@@H]1[C@H]([C@H]([C@@H](O1)N1C(=O)NC(=O)C=C1)OC)O